(4-(aminomethyl)phenyl)-3-methyl-1H-pyrazole-5-carboxylic acid ethyl ester C(C)OC(=O)C1=CC(=NN1C1=CC=C(C=C1)CN)C